N4-(4,4-difluorocyclohexyl)-2-(4-methylthiazol-2-yl)pyrimidine-4,6-diamine FC1(CCC(CC1)NC1=NC(=NC(=C1)N)C=1SC=C(N1)C)F